BrC=CC1=CC=CC=C1 p-bromovinylbenzene